3-mercaptomethylsulfanyl-1,5-dimercapto-2-thiapentane SCSC(SCS)CCS